C(C)(C)(C)OC(=O)N[C@H]1CN(CC1)CCCC(=O)OC methyl 4-[(3R)-3-{[(tert-butoxy)carbonyl]amino}pyrrolidin-1-yl]butanoate